2-Ethylsulfanyl-N-[(3-fluorophenyl)-methyl]-4-methyl-6-[4-(2,2,2-trifluoro-ethyl)-piperazin-1-yl]-pyridine-3-carboxylic acid amide C(C)SC1=NC(=CC(=C1C(=O)NCC1=CC(=CC=C1)F)C)N1CCN(CC1)CC(F)(F)F